NC=1C=C(C(=NC1)N1CCC(CC1)(F)F)C(C)O 1-(5-amino-2-(4,4-difluoropiperidin-1-yl)pyridin-3-yl)ethan-1-ol